2-(7-(4-cyclopentyl-3-(trifluoromethyl)benzyloxy)-1,2,3,4-tetrahydrocyclopenta[b]indol-3-yl)acetic acid C1(CCCC1)C1=C(C=C(COC2=CC=3C4=C(NC3C=C2)C(CC4)CC(=O)O)C=C1)C(F)(F)F